N[C@H]1[C@@H](NCCC1)C1=C(C2=NC(=CC(=C2S1)NCC=1SC=CC1)Cl)Br 2-((2R,3R)-3-aminopiperidin-2-yl)-3-bromo-5-chloro-N-(thiophen-2-ylmethyl)thieno[3,2-b]pyridin-7-amine